CN1N=CC(=C1)C1=CC(=C(N=N1)NC1C[C@@H]2[C@@H](CN(C2)CC2CCOCC2)C1)C(F)(F)F (3aR,5s,6aS)-N-(6-(1-methyl-1H-pyrazol-4-yl)-4-(trifluoro-methyl)pyridazin-3-yl)-2-((tetrahydro-2H-pyran-4-yl)methyl)octahydro-cyclopenta[c]pyrrol-5-amine